C(=C=C)[PH2]=O allenyl-phosphine oxide